FC(S(=O)(=O)OC1=NC(=NC=2CC3(CCC12)CCC1=CC=C(C=C13)OCC1=CC=CC=C1)SC)(F)F 6-(benzyloxy)-2'-(methylthio)-2,3,5',8'-tetrahydro-6'H-spiro[indene-1,7'-quinazolin]-4'-yl trifluoromethanesulfonate